tert-butyl 5,7'-dimethyl-3',4'-dihydro-1'H-spiro[pyrrolidine-3,2'-[1,8]naphthyridine]-1-carboxylate CC1CC2(NC3=NC(=CC=C3CC2)C)CN1C(=O)OC(C)(C)C